[O].C1(=CC=C(C=C1)C)C para-xylene oxygen